The molecule is an acyl-CoA(4-) that is the tetranion of pentanoyl-CoA, arising from deprotonation of phosphate and diphosphate functions. It is an acyl-CoA(4-) and a short chain fatty acyl-CoA(4-). It is a conjugate base of a pentanoyl-CoA. CCCCC(=O)SCCNC(=O)CCNC(=O)[C@@H](C(C)(C)COP(=O)([O-])OP(=O)([O-])OC[C@@H]1[C@H]([C@H]([C@@H](O1)N2C=NC3=C(N=CN=C32)N)O)OP(=O)([O-])[O-])O